FC=1C=CC(=C(C1)CC(=O)O)NS(=O)(=O)C1=CC(=C(C=C1)N1CCCCC1)NC(=O)C1=NN(C2=CC=CC=C12)CC(F)(F)F 2-(5-Fluoro-2-((4-(piperidin-1-yl)-3-(1-(2,2,2-trifluoroethyl)-1H-indazole-3-carboxamido)phenyl)sulfonamido)phenyl)acetic acid